C[C@H]1N([C@H](CN(C1)C1=NC=CC=2N=NC=CC21)C)C(=O)OC(C)(C)C tert-butyl (2R,6S)-2,6-dimethyl-4-pyrido[4,3-c]pyridazin-5-yl-piperazine-1-carboxylate